C1(=CC=CC2=CC=CC=C12)CCN 2-(naphthalene-1-yl)ethane-1-amine